CC1=C(OC2CN(C2)C(=O)OC(C)(C)C)C=CC(=C1)[N+](=O)[O-] tert-butyl 3-(2-methyl-4-nitrophenoxy)azetidine-1-carboxylate